6-[(tert-butyl)oxycarbonyl]-6-azaspiro[2.4]heptane-5-carboxylic acid C(C)(C)(C)OC(=O)N1C(CC2(CC2)C1)C(=O)O